(1-(4-(4-Cyano-3-fluorophenyl)-7-fluoro-6-(2-fluorophenyl)quinazolin-2-yl)piperidin-4-yl)carbamic acid tert-butyl ester C(C)(C)(C)OC(NC1CCN(CC1)C1=NC2=CC(=C(C=C2C(=N1)C1=CC(=C(C=C1)C#N)F)C1=C(C=CC=C1)F)F)=O